(R)-tert-butyl 7-(4-(10-methyl-8-oxo-9,10,11,12-tetrahydro-8H-[1,4]diazepino[5',6':4,5]thieno[3,2-f]quinolin-3-yl)phenyl)-2,7-diazaspiro[3.5]nonane-2-carboxylate C[C@H]1NC(C2=C(C=3C=4C=CC(=NC4C=CC3S2)C2=CC=C(C=C2)N2CCC3(CN(C3)C(=O)OC(C)(C)C)CC2)NC1)=O